(S)-2-(6-(4,4,5,5-tetramethyl-1,3,2-dioxaborolane-2-yl)isochroman-8-yl)pyrrolidine-1-carboxylic acid tert-butyl ester C(C)(C)(C)OC(=O)N1[C@@H](CCC1)C=1C=C(C=C2CCOCC12)B1OC(C(O1)(C)C)(C)C